(1R,3R)-3-aminocyclobutane-1-carboxylic acid tert-butyl ester C(C)(C)(C)OC(=O)C1CC(C1)N